5-iodo-2-(N-methylmethylsulfonamido)benzoic acid IC=1C=CC(=C(C(=O)O)C1)N(S(=O)(=O)C)C